CN(C)CC1(CN(CC1)C1=C(C(=C(C=C1)S(=O)(=O)NC1=NC(=CC=C1)F)F)F)OC 4-(3-((dimethylamino)methyl)-3-methoxypyrrolidin-1-yl)-2,3-difluoro-N-(6-fluoropyridin-2-yl)benzenesulfonamide